(4-amino-1-methyl-1H-pyrazolo[4,3-c]quinolin-8-yl)(2-(benzo[d]thiazol-5-yl)-4-(fluoromethylen)piperidin-1-yl)methanone NC1=NC=2C=CC(=CC2C2=C1C=NN2C)C(=O)N2C(CC(CC2)=CF)C=2C=CC1=C(N=CS1)C2